sodium diazoaminotetrazolate [N+](=[N-])=NN1N=NN=C1C(=O)[O-].[Na+]